CC(CC1=CC=CC=C1)NS(=O)(=O)N(C)C N-(1-methyl-2-phenylethyl)dimethylaminosulfonamide